6-Fluoro-2-methoxy-3-(1-methoxy-2-methylpropyl)benzonitrile FC1=CC=C(C(=C1C#N)OC)C(C(C)C)OC